(R)-6-(4-(difluoromethoxy)phenylsulfonimidoyl)-2-((6-methoxypyridin-3-yl)methyl)phthalazin FC(OC1=CC=C(C=C1)[S@](=O)(=N)C=1C=C2C=NN(CC2=CC1)CC=1C=NC(=CC1)OC)F